2-[2-[(2-methyl-1-oxo-2-propene-1-yl)oxy]ethyl]-propanedioic acid CC(C(=O)OCCC(C(=O)O)C(=O)O)=C